C(CC(C)C)N1CCC2(CN(C(C(O2)(C)C)=O)C(C)C)CC1 9-isopentyl-4-isopropyl-2,2-dimethyl-1-oxa-4,9-diazaspiro[5.5]undecan-3-one